CC(C(=O)O[C@@H]1CN(CC1)C1=NC(=NC(=C1)C1=CC=C(C=C1)Cl)C1=CC=NC=C1)CCCCCOCC(COCCCCCCCC\C=C/C\C=C/CCCCC)N(C)C (S)-1-(6-(4-chlorophenyl)-2-(pyridin-4-yl)pyrimidin-4-yl)pyrrolidin-3-ol methyl-7-(2-(dimethylamino)-3-((9Z,12Z)-octadeca-9,12-dien-1-yloxy)propoxy)heptanoate